FC(C=1N=C(C2=C(N1)N=CC(=C2)OC)O)F 2-(difluoromethyl)-6-methoxypyrido[2,3-d]pyrimidin-4-ol